ClC1=NC=2C=C(C=CC2C2=C1COC2)CN(C(=O)C=2C=NC(=CC2)C#N)C=2C(=NC=CC2)C(F)(F)F N-({4-chloro-1H,3H-furo[3,4-c]quinolin-7-yl}methyl)-6-cyano-N-[2-(trifluoromethyl)pyridin-3-yl]pyridine-3-carboxamide